2-[(3Z)-6-fluoro-2-methyl-3-[(4-methylsulfanylphenyl)methylidene]inden-1-yl]acetic acid FC1=CC=C2\C(\C(=C(C2=C1)CC(=O)O)C)=C/C1=CC=C(C=C1)SC